FC(C=1N=CC=2N(C1)C(=CN2)C2=NC=CC(=N2)N2CC(CCC2)C=2C=NC=CC2)F 6-(Difluoromethyl)-3-(4-(3-(pyridin-3-yl)piperidin-1-yl)pyrimidin-2-yl)imidazo[1,2-a]pyrazine